FC1=CC(=NC=C1)NC1=NN(C2=C1C=NC(=C2)C(=O)N)CC(F)(F)F 3-((4-fluoropyridin-2-yl)amino)-1-(2,2,2-trifluoroethyl)-1H-pyrazolo[4,3-c]pyridine-6-carboxamide